Butane-1,4-diyl dimethanesulfonate CS(=O)(=O)OCCCCOS(=O)(=O)C